ClC1=CN=C(N1C)COC1=C(C=C(C=O)C=C1)OC 4-[(5-CHLORO-1-METHYL-1H-IMIDAZOL-2-YL)METHOXY]-3-METHOXYBENZALDEHYDE